C(C=C)(=O)N1CCN(CC1)C1=CC(N(C2=CC(=C(C=C12)F)C1=C(C=CC=C1O)F)C=1C(=NC=CC1C)C(C)C)=O 4-(4-propenoylpiperazin-1-yl)-6-fluoro-7-(2-fluoro-6-hydroxyphenyl)-1-(2-isopropyl-4-methylpyridin-3-yl)quinolin-2(1H)-one